3-(4-((2-(4-isopropylphenoxy)benzyl)oxy)phenyl)propionic acid C(C)(C)C1=CC=C(OC2=C(COC3=CC=C(C=C3)CCC(=O)O)C=CC=C2)C=C1